methyl 3-((methylsulfonyl)amino)-2-(((4-phenylcyclohexyl)oxy) methyl)piperidine-1-carboxylate CS(=O)(=O)NC1C(N(CCC1)C(=O)OC)COC1CCC(CC1)C1=CC=CC=C1